C(C)(C)(C)OC(=O)N1CC(C1)CN1CCC(CC1)CNC(C1=C(C=C(C=C1)NC=1C=2N(C=CN1)C(=CN2)I)CC)=O tert-Butyl-3-[[4-[[[2-ethyl-4-[(3-iodoimidazo[1,2-a]pyrazin-8-yl)amino]benzoyl]amino]methyl]-1-piperidyl]methyl]azetidine-1-carboxylate